4-(1-cyclohexylcyclopropyl) 1-(2-oxo-2-(2,2,2-trichloroethoxy)ethyl) 2-methylenesuccinate C=C(C(=O)OCC(OCC(Cl)(Cl)Cl)=O)CC(=O)OC1(CC1)C1CCCCC1